1-(2-trifluoromethyl-phenyl)ethanol tert-butyl-(2R,3R)-3-fluoro-2-[(1RS)-1-hydroxyethyl]pyrrolidine-1-carboxylate C(C)(C)(C)[C@@]1(N(CC[C@H]1F)C(=O)OC(C)C1=C(C=CC=C1)C(F)(F)F)[C@@H](C)O |&1:25|